C(\C=C\C(=O)O)(=O)O.BrC=1C=C2C(=NC1)NC=C2CCN2C(CC2)C 5-bromo-3-(2-(2-methylazetidin-1-yl)ethyl)-1H-pyrrolo[2,3-b]pyridine fumarate salt